COC=1C=C2C(C(=C(N(C2=CC1)O)C)CC1=CC=C(C=C1)OC(F)(F)F)=O 6-methoxy-1-hydroxy-2-methyl-3-(4-trifluoromethoxybenzyl)-4(1H)-quinolinone